(S)-1-(3-(4-amino-7-(cyclopropylmethyl)-3-((3,5-difluoro-2,6-dimethoxypyridin-4-yl)ethynyl)-1H-pyrazolo[4,3-c]pyridin-1-yl)pyrrolidin-1-yl)prop-2-en-1-one NC1=NC=C(C2=C1C(=NN2[C@@H]2CN(CC2)C(C=C)=O)C#CC2=C(C(=NC(=C2F)OC)OC)F)CC2CC2